7-[(3-nitrophenyl)(thiazol-2-ylamino)methyl]quinolin-8-ol [N+](=O)([O-])C=1C=C(C=CC1)C(C1=CC=C2C=CC=NC2=C1O)NC=1SC=CN1